Cl.Cl.C(CC)(=O)N propionylAmine dihydrochloride